2-((1R,4R)-2-oxa-5-azabicyclo[2.2.1]heptan-5-yl)-N-(6-(1-methyl-1H-pyrazol-4-yl)isoquinolin-3-yl)acetamide [C@H]12OC[C@H](N(C1)CC(=O)NC=1N=CC3=CC=C(C=C3C1)C=1C=NN(C1)C)C2